[Si](C)(C)(C(C)(C)C)OC1=CC=C(C=NC2=CC=C(C=C2)F)C=C1 [4-(tert-butyldimethylsilyloxy)-benzylidene]-(4-fluorophenyl)-amine